F[P-](F)(F)(F)(F)F.C(CCC)[N+]1=CC=C(C=C1)C 1-butyl-4-methylpyridinium hexafluorophosphate